toluene-2,3-dithiol CC1=C(C(=CC=C1)S)S